O1CCOC2=C1C=CC(=C2)C(=O)C2=C(C(N(C2C2=CC=NC=C2)CCCN2CCOCC2)=O)O 4-(2,3-dihydro-1,4-benzodioxin-6-yl-carbonyl)-3-hydroxy-1-[3-(4-morpholinyl)propyl]-5-(4-pyridinyl)-1,5-dihydro-2H-pyrrol-2-one